1-((S)-2-((tert-butyldimethylsilyl)oxy)-1-(3-chlorophenyl)ethyl)-4-(3-(2-methylpyridin-4-yl)-1-(tetrahydro-2H-pyran-2-yl)-1H-pyrazolo[4,3-b]Pyridin-5-yl)pyridin-2(1H)-one [Si](C)(C)(C(C)(C)C)OC[C@H](C1=CC(=CC=C1)Cl)N1C(C=C(C=C1)C1=CC=C2C(=N1)C(=NN2C2OCCCC2)C2=CC(=NC=C2)C)=O